S1SSC=C1 1,2,3-trithiol